C(=O)C1=C(C(=CC=C1)O)[O-].N1=C(N=CC=C1)[NH3+] pyrimidin-2-aminium 2-formyl-6-hydroxyphenolate